CC1(OB(OC1(C)C)C1=CC=C(C=C1)C(C(F)(F)F)(C)C)C 4,4,5,5-tetramethyl-2-(4-(1,1,1-trifluoro-2-methylpropan-2-yl)phenyl)-1,3,2-dioxaborolane